3-(1-hydroxyoctyl)quinoxalin-2(1H)-one OC(CCCCCCC)C=1C(NC2=CC=CC=C2N1)=O